C(\C=C/C=C)(=O)[O-] (Z)-pentadienoate